2-{5-Bromo-2-[2-(4-methoxy-benzyl)-1,2,3,4-tetrahydro-isoquinolin-6-ylamino]-pyrimidin-4-ylamino}-N-methyl-benzamide BrC=1C(=NC(=NC1)NC=1C=C2CCN(CC2=CC1)CC1=CC=C(C=C1)OC)NC1=C(C(=O)NC)C=CC=C1